3,5-bis(hydroxymethyl)benzyl-(9z,12z)-octadeca-9,12-dienoic acid OCC=1C=C(CC(C(=O)O)CCCCCC\C=C/C\C=C/CCCCC)C=C(C1)CO